C1(CC1)NCC1=CC=C(C(=O)OC)C=C1 methyl 4-((cyclopropylamino)methyl)benzoate